4-(8-[[(tert-butoxy)carbonyl]amino]-3-cyclopropaneamidoisoquinol-6-yl)-1H,2H,3H-pyrrolo[2,3-c]pyridine-1-carboxylic acid tert-butyl ester C(C)(C)(C)OC(=O)N1CCC=2C1=CN=CC2C=2C=C1C=C(N=CC1=C(C2)NC(=O)OC(C)(C)C)NC(=O)C2CC2